C(C)(=O)O[C@@H]1CC[C@@]2([C@H]3CC[C@@]4([C@H](CC[C@H]4[C@@H]3CC[C@@H]2C1)[C@@H](/C=C/C(=O)O)C)C)C (R,E)-4-((3R,5R,8R,9S,10S,13R,14S,17R)-3-acetoxy-10,13-dimethylhexadecahydro-1H-cyclopenta[a]phenanthren-17-yl)pent-2-enoic acid